cis-2,5-dimethylpiperazine C[C@@H]1NC[C@@H](NC1)C